4-((5-chloro-4-(1-isopropyl-1H-pyrazol-4-yl)pyrimidin-2-yl)amino)-N-(2,3-dihydro-1H-inden-1-yl)-3-methoxy-N-methylbenzamide ClC=1C(=NC(=NC1)NC1=C(C=C(C(=O)N(C)C2CCC3=CC=CC=C23)C=C1)OC)C=1C=NN(C1)C(C)C